(((tetrahydro-2H-pyran-4-yl)methyl)amino)pyrazolo[1,5-a]Pyridine-3-carbonitrile O1CCC(CC1)CNC1=NN2C(C=CC=C2)=C1C#N